isopropenyl-aniline (1-((1r,4r)-4-(Cyanomethyl)cyclohexyl)-6-(phenylsulfonyl)-1,6-dihydroimidazo[4,5-d]pyrrolo[2,3-b]pyridin-2-yl)methyl-(cyclohexylmethyl)carbamate C(#N)CC1CCC(CC1)N1C(=NC=2C1=C1C(=NC2)N(C=C1)S(=O)(=O)C1=CC=CC=C1)CN(C(O)=O)CC1CCCCC1.C(=C)(C)NC1=CC=CC=C1